C(C)NC1=CC=C(C=C1)NC1=CC=CC=C1 N-ethyl-N'-phenyl-p-phenylenediamine